C(C)(C)(C)OC(=O)N1CC(C1)C1=NN(C2=NC=CC(=C21)I)C2=C(C=C(C=C2)OC(F)(F)F)Cl 3-[1-[2-chloro-4-(trifluoromethoxy)phenyl]-4-iodo-pyrazolo[3,4-b]pyridin-3-yl]azetidine-1-carboxylic acid tert-butyl ester